FC1=CC(=C(C=C1)NC1=C(C(=O)OC)C=CC=C1)C methyl 2-((4-fluoro-methylphenyl)amino)-benzoate